amino-3-fluoro-5-(1-isobutyryl-1,2,3,6-tetrahydropyridin-4-yl)-[1,1'-biphenyl]-2-carbonitrile NC=1C(=C(C(=CC1C=1CCN(CC1)C(C(C)C)=O)C1=CC=CC=C1)C#N)F